BrC1=C(N=C2N(C1=O)CCS2)C(F)(F)F 6-Bromo-7-(trifluoromethyl)-2,3-dihydro-[1,3]thiazolo[3,2-a]pyrimidin-5-one